C(C)OC1=C(C=C(C=C1)CCN)OC 2-(4-ethoxy-3-methoxyphenyl)ethanamine